FC=1C=C(C=CC1C=C)O 3-fluoro-4-vinyl-phenol